C(C)(=O)N[C@H]1C[C@H](CCC1)C(=O)NC1=NC=C(C(=C1)C=1C=CC=2C(N1)=C(N(N2)C)C(C)C)Cl (1S,3R)-3-acetamido-N-(5-chloro-4-(3-isopropyl-2-methyl-2H-pyrazolo[4,3-b]pyridin-5-yl)pyridin-2-yl)cyclohexane-1-carboxamide